(E)-1-(3,5-dichlorophenyl)-N-(2,2-diethoxyethyl)methanimine ClC=1C=C(C=C(C1)Cl)\C=N\CC(OCC)OCC